Ethyl 2-[3-[(3-chloro-5-methoxycarbonyl-benzoyl)amino]propanoylamino]-4-methyl-thiazole-5-carboxylate ClC=1C=C(C(=O)NCCC(=O)NC=2SC(=C(N2)C)C(=O)OCC)C=C(C1)C(=O)OC